Ethyl 3-[(1-{[(tert-butoxycarbonyl) amino] methyl} cyclopropyl) methoxy]-1,5-naphthyridine-4-carboxylate C(C)(C)(C)OC(=O)NCC1(CC1)COC=1C=NC2=CC=CN=C2C1C(=O)OCC